CC1=NC2=C(N1C1=CC=CC=C1)C=CC(=C2)C2=CC=C(C=C2)NC(=O)NCCCN2CCCC2 1-(4-(2-methyl-1-phenyl-1H-benzoimidazol-5-yl)phenyl)-3-(3-(pyrrolidin-1-yl)propyl)urea